6-phenyl-4-(9H-purin-6-yl)-3,4-dihydro-2H-1,4-thiazine C1(=CC=CC=C1)C1=CN(CCS1)C1=C2N=CNC2=NC=N1